5-(5-(cyclopropylcarbamoyl)-2-methylphenyl)-2-((1-(hydroxymethyl)cyclopropyl)amino)-N,N-dimethylnicotinamide C1(CC1)NC(=O)C=1C=CC(=C(C1)C=1C=NC(=C(C(=O)N(C)C)C1)NC1(CC1)CO)C